ClC1=C(C=CC=C1Cl)N1C(NC(=CC1=O)O)=S 3-(2,3-dichlorophenyl)-6-hydroxy-2-sulfanylidene-1,2,3,4-tetrahydro-pyrimidin-4-one